CNC(NC)[SiH2]C(C)(C)C bis(methylamino)methyl-t-butylsilane